ClC1=CC=C(C(=N1)C(C)=O)I 1-(6-chloro-3-iodo-2-pyridyl)ethanone